(Z)-2-(4-((1-(5-(2-Fluoro-6-methoxyphenyl)-2-oxo-1H-pyrrolo[2,3-c]pyridin-3(2H)-ylidene)ethyl)amino)-1H-pyrazol-1-yl)-2-methylpropanenitrile FC1=C(C(=CC=C1)OC)C=1C=C/2C(=CN1)NC(\C2=C(\C)/NC=2C=NN(C2)C(C#N)(C)C)=O